5-bromo-7-fluoro-3,4-dihydroisoquinolin-1(2H)-one BrC1=C2CCNC(C2=CC(=C1)F)=O